C1(=CC=CC=C1)NC1=CC=C(C=C1)C1=CC=C(C=C1)B1OC(C(O1)(C)C)(C)C N-phenyl-4'-(4,4,5,5-tetramethyl-1,3,2-dioxaborolan-2-yl)-[1,1'-biphenyl]-4-amine